methyl chromate [Cr](=O)(=O)(OC)[O-]